N-[4-[(6,7-dimethoxy-1,5-naphthyridin-4-yl)oxy]-3-fluorophenyl]-5-(furan-2-yl)-4-hydroxy-6-methylpyridine-3-carboxamide COC=1N=C2C(=CC=NC2=CC1OC)OC1=C(C=C(C=C1)NC(=O)C=1C=NC(=C(C1O)C=1OC=CC1)C)F